Yttrium Triflat [O-]S(=O)(=O)C(F)(F)F.[Y+3].[O-]S(=O)(=O)C(F)(F)F.[O-]S(=O)(=O)C(F)(F)F